triethanol ammonium sulfosalicylate S(=O)(=O)(O)OC=1C(C(=O)[O-])=CC=CC1.[NH4+].C(C)O.C(C)O.C(C)O